C[C@@]1([C@]([C@@](O[C@@H]1CO)(N1C=NC=2C(=O)NC(N)=NC12)C)(O)C)O tri-methyl-guanosine